COC=1C(=CC=2N(C1)N=C(N2)C)NC(=O)N2CCC=1C2=NC=CC1N1CC(N(CC1)C(=O)OC(C)(C)C)(C)C tert-butyl 4-(1-((6-methoxy-2-methyl-[1,2,4]triazolo[1,5-a]pyridin-7-yl)carbamoyl)-2,3-dihydro-1H-pyrrolo[2,3-b]pyridin-4-yl)-2,2-dimethylpiperazine-1-carboxylate